N1=NC(=CC=C1)C1(CC1)C#N 1-pyridazin-3-ylcyclopropanecarbonitrile